OC[C@H]1N(CCOC1)C1=C(C=C2C(=N1)OC(C2)(C)C)NC(=O)C=2C=NN1C2N=CC=C1 N-[6-[(3R)-3-(hydroxymethyl)morpholin-4-yl]-2,2-dimethyl-3H-furo[2,3-b]pyridin-5-yl]pyrazolo[1,5-a]pyrimidine-3-carboxamide